2,5-diethyl-3-methyl-4-isopropoxyphenol C(C)C1=C(C=C(C(=C1C)OC(C)C)CC)O